ethyl 2-(2-((5-(3-(aminomethyl)phenyl)-7-methylbenzofuran-3-yl)methoxy)phenyl)acetate NCC=1C=C(C=CC1)C=1C=C(C2=C(C(=CO2)COC2=C(C=CC=C2)CC(=O)OCC)C1)C